fluorodithietane FC1SSC1